5-((7-(5-(4-fluoro-2-(2-methoxybutan-2-yl)phenoxy)pyrimidin-4-yl)-2,7-diazaspiro[4.4]nonan-2-yl)methyl)-1,3-dihydro-2H-benzo[d]imidazol-2-one TFA salt OC(=O)C(F)(F)F.FC1=CC(=C(OC=2C(=NC=NC2)N2CC3(CCN(C3)CC3=CC4=C(NC(N4)=O)C=C3)CC2)C=C1)C(C)(CC)OC